3-(4-(3-((Methylsulfonyl)methyl)piperidin-1-yl)pyrimidin-2-yl)-6-(trifluoromethyl)imidazo[1,2-a]pyrazine CS(=O)(=O)CC1CN(CCC1)C1=NC(=NC=C1)C1=CN=C2N1C=C(N=C2)C(F)(F)F